3-(4-bromophenyl)cyclobutenone BrC1=CC=C(C=C1)C1=CC(C1)=O